C(C)(C)(C)OC(NCCCCOC1=CC(=NC2=C(N=CC=C12)C1=CC=NN1C1OCCCC1)N1[C@@H](COCC1)C)=O [4-({2-[(3R)-3-methylmorpholin-4-yl]-8-[1-(tetrahydro-2H-pyran-2-yl)-1H-pyrazol-5-yl]-1,7-naphthyridin-4-yl}oxy)butyl]carbamic acid tert-butyl ester